O1[C@H](COCC1)CN1N=C2C3=C(C[C@H](C2=C1)C(F)(F)F)OC(=C3C)C(=O)NC[C@H]3OCCC3 2-{[(2S)-1,4-Dioxan-2-yl]methyl}-8-methyl-N-{[(2S)-oxolan-2-yl]methyl}-(4R)-4-(trifluoromethyl)-4,5-dihydro-2H-furo[2,3-g]indazol-7-carboxamid